2-(2-methylphenoxy)-N-(2-pyridyl)-N-tetrahydro-thiophen-3-yl-acetamide CC1=C(OCC(=O)N(C2CSCC2)C2=NC=CC=C2)C=CC=C1